O=C1NC(CCC1N(C(CC1=NC=CC(=C1)N1CCN(CC1)CC1CCN(CC1)C1=CC=C(C=C1)/C(=C(/CC)\C1=CC=CC=C1)/C1=CC=C(C=C1)O)=O)C)=O (E)-N-(2,6-dioxopiperidin-3-yl)-2-(4-(4-((1-(4-(1-(4-hydroxyphenyl)-2-phenylbut-1-en-1-yl)phenyl)piperidin-4-yl)methyl)piperazin-1-yl)pyridin-2-yl)-N-methylacetamide